CN(C)CC1(CC(=CC(=C1O)CN(C)C)CN(C)C)C 2,4,6-tris(dimethylaminomethyl)-cresol